4-(3,4,8,9-tetrakis(mercaptomethylthio)-11-mercapto-2,5,7,10-tetrathiaundecyl)-5-mercaptomethylthio-1,3-dithiolane SCSC(SCC1SCSC1SCS)C(SCSC(C(SCS)SCS)SCS)SCS